C(C1=CC=CC=C1)OC(=O)NCCCC[C@H](C)N1C(=NC2=C1C(=NC=C2)Cl)NC(=O)C=2C=C(C(=O)OC(C)(C)C)C=CC2 tert-butyl (S)-3-((3-(6-(((benzyloxy)carbonyl)amino)hexan-2-yl)-4-chloro-3H-imidazo[4,5-c]pyridin-2-yl)carbamoyl)benzoate